FC(C=1OC(=NN1)C=1C=NC(=CC1)CN1C(=NC(=C1)C1=CC=CC=C1)C)F 2-(difluoromethyl)-5-(6-((2-methyl-4-phenyl-1H-imidazol-1-yl)methyl)pyridin-3-yl)-1,3,4-oxadiazole